cis-maleate C(\C=C/C(=O)[O-])(=O)[O-]